CC=1C=C(C=CC1)OB(O)O m-methylphenyl-boric acid